3-Bromo-4-chloro-5-fluoro-2-methyl-benzoic acid BrC=1C(=C(C(=O)O)C=C(C1Cl)F)C